1-((1-butyl-1H-tetrazol-5-yl)(4-fluorophenyl)methyl)-4-(3,5-dichloropyridin-4-yl)piperazine C(CCC)N1N=NN=C1C(N1CCN(CC1)C1=C(C=NC=C1Cl)Cl)C1=CC=C(C=C1)F